ClC1=C(OCC(=O)OC2=CC=C(C=C2)\C=C\C(=O)C2=CC=C(C=C2)OC)C=CC(=C1)Cl 4-(2,4-dichlorophenoxyacetoxy)-4'-methoxychalcone